[Si](C)(C)(C(C)(C)C)OCC=1N=C(C2=C(N1)N(C(C2(C)C)=O)C2=CC(=C(C=C2)N2C[C@@H](O[C@@H](C2)C)C)F)Cl 2-(((tert-butyldimethylsilyl)oxy)methyl)-4-chloro-7-(4-((2S,6R)-2,6-dimethylmorpholino)-3-fluorophenyl)-5,5-dimethyl-5,7-dihydro-6H-pyrrolo[2,3-d]pyrimidin-6-one